N-(7-chloro-6-((S)-2-methylpiperazin-1-yl)isoquinolin-3-yl)-6-oxaspiro[2.5]octane-1-carboxamide ClC1=C(C=C2C=C(N=CC2=C1)NC(=O)C1CC12CCOCC2)N2[C@H](CNCC2)C